6-(4,4-difluoropiperidin-1-yl)pyridin-2-amine FC1(CCN(CC1)C1=CC=CC(=N1)N)F